dipropyl 5-acetamido-7,8-diethoxyquinoline-2,4-dicarboxylate C(C)(=O)NC1=C2C(=CC(=NC2=C(C(=C1)OCC)OCC)C(=O)OCCC)C(=O)OCCC